ClC=1C=C(C=CC1)C([C@H](C1=CC=CC=C1)OC(N[C@H](C(=O)N[C@@H](C[C@H]1C(NCC1)=O)C(C(=O)N)=O)CC(C)C)=O)(F)F ((S)-1-(((S)-4-amino-3,4-dioxo-1-((S)-2-oxopyrrolidin-3-yl)butan-2-yl)amino)-4-methyl-1-oxopentan-2-yl)carbamic acid (S)-2-(3-chlorophenyl)-2,2-difluoro-1-phenylethyl ester